NC=1N(CC=C(C#N)C1)C1=C2C(=NC=N1)N(N=C2)CC2=C(C=C(C=C2)[N+](=O)[O-])F 6-amino-1-(2-fluoro-4-nitrobenzyl-1H-pyrazolo[3,4-d]pyrimidine-4-yl)isonicotinonitrile